C(C)(C)C1=CC=C(C=C1)C1=CC=C(C=C1)C(C)C 4,4'-diisopropyl-1,1'-biphenyl